1-Ethyl 4-[(1S)-2-[tert-butyl(dimethyl)silyl]oxy-1-[[(S)-tert-butylsulfinyl]amino]ethyl]-3-chloro-benzoate [Si](C)(C)(C(C)(C)C)OC[C@@H](N[S@@](=O)C(C)(C)C)C1=C(C=C(C(=O)OCC)C=C1)Cl